NC[C@@]1([C@@H]2CCN(C[C@H]12)C1=CN=C2C(=N1)NN=C2C2=C(C=C(C=C2)O)F)C2=C(C=CC=C2)F 4-(6-((1S,6R,7R)-7-(aminomethyl)-7-(2-fluorophenyl)-3-azabicyclo[4.1.0]heptan-3-yl)-1H-pyrazolo[3,4-b]pyrazin-3-yl)-3-fluorophenol